4-(3-methoxy-4-{[3-(trifluoromethyl)pyridin-4-yl]methoxy}phenyl)-2H,4H,5H,6H,7H-pyrazolo[3,4-b]pyridin-6-one COC=1C=C(C=CC1OCC1=C(C=NC=C1)C(F)(F)F)C1C=2C(NC(C1)=O)=NNC2